3-ethyl-7-((4-(6-(5-methyl-4H-1,2,4-triazol-3-yl)pyridin-3-yl)piperazin-1-yl)methyl)-1,5-naphthyridin-2(1H)-one C(C)C=1C(NC2=CC(=CN=C2C1)CN1CCN(CC1)C=1C=NC(=CC1)C1=NN=C(N1)C)=O